ClC=1C=C(CSC=2N(C(=NN2)CC2=CNC3=CC=CC=C23)CCCC=2N=CN(C2)C(C2=CC=CC=C2)(C2=CC=CC=C2)C2=CC=CC=C2)C=CC1Cl 3-((5-(3,4-dichlorobenzylthio)-4-(3-(1-trityl-1H-imidazol-4-yl)propyl)-4H-1,2,4-triazol-3-yl)methyl)-1H-indole